Propan-2-yl 7-(2-{[7-(5-methyl-1,2,4-oxadiazol-3-yl)isoquinolin-1-yl]amino}ethyl)-8-oxo-1,2,3,4,7,8-hexahydro-2,7-naphthyridine-2-carboxylate CC1=NC(=NO1)C1=CC=C2C=CN=C(C2=C1)NCCN1C=CC=2CCN(CC2C1=O)C(=O)OC(C)C